ClC=1C=CC=2N(C1)C(=C(N2)C2=NC=1C(=NC=C(C1)C(F)(F)F)N2C)S(=O)(=O)CC 2-(6-chloro-3-ethylsulfonyl-imidazo[1,2-a]pyridin-2-yl)-3-methyl-6-(trifluoromethyl)imidazo[4,5-b]pyridine